ClC1=C2C[C@@H]([C@H](C2=CC(=C1)Cl)OC1=CC(=CC=C1F)C)N(C)C 4-[[(1S,2S)-4,6-dichloro-2-(dimethyl-amino)-2,3-dihydro-1H-inden-1-yl]oxy]-5-fluoro-2-methylbenzene